FC(S(=O)(=O)OC=1N=C(N(C(C1C)=O)C1=C(C(=CC=C1)Cl)Cl)N)(F)F 2-amino-1-(2,3-dichlorophenyl)-5-methyl-6-oxo-1,6-dihydropyrimidin-4-yl trifluoromethanesulfonate